2-chloro-N-(2,6-difluoro-4-hydrazino-phenyl)benzenesulfonamide ClC1=C(C=CC=C1)S(=O)(=O)NC1=C(C=C(C=C1F)NN)F